ClC=1C=CC(=C(C1)[C@H]1C[C@H](C1)NC(=O)C=1C=NN(C1)C(C)C=1C=NC(=C(C1)C)N1C([C@@H]2C[C@@H]2C1)=O)C#N N-((cis)-3-(5-chloro-2-cyanophenyl)cyclobutyl)-1-(1-(5-methyl-6-((1R,5S)-2-oxo-3-azabicyclo[3.1.0]hexan-3-yl)pyridin-3-yl)ethyl)-1H-pyrazole-4-carboxamide